((6aR,9R)-7-benzyl-4,6,6a,7,8,9-hexahydroindolo[4,3-fg]quinolin-9-yl)((2S,4S)-2,4-dimethylazetidin-1-yl)methanone C(C1=CC=CC=C1)N1C[C@@H](C=C2C3=C4C(C[C@@H]12)=CNC4=CC=C3)C(=O)N3[C@H](C[C@@H]3C)C